FC(OC1=CC=C(C(=N1)F)NS(=O)(=O)C1=CNC(=C1)C1=CC=CC=C1)F N-[6-(difluoromethoxy)-2-fluoro-3-pyridyl]-5-phenyl-1H-pyrrole-3-sulfonamide